N-(2,6-dibromo-4-(perfluoropropan-2-yl)phenyl)-3-amino-4-(1H-1,2,4-triazol-1-yl)benzamide dilauryl-maleinate C(CCCCCCCCCCC)/C(=C(/C(=O)O)\CCCCCCCCCCCC)/C(=O)O.BrC1=C(C(=CC(=C1)C(C(F)(F)F)(C(F)(F)F)F)Br)NC(C1=CC(=C(C=C1)N1N=CN=C1)N)=O